Cl.ClC1=CC=C(C[C@H]2CO[C@H](CN2C2CCC(CC2)C2=NN(C(=C2)F)C)C(=O)O)C=C1 (2R,5S)-5-(4-chlorobenzyl)-4-(4-(5-fluoro-1-methyl-1H-pyrazol-3-yl)cyclohexyl)morpholine-2-carboxylic acid hydrochloride